Cl.Cl.BrC1=C([Se]C=2C1=CC=C1C=C(C(OC21)=O)C(=O)OC(C([2H])([2H])[2H])([2H])[2H])CN2CCN(CC2)C Ethyl-d5 7-bromo-8-((4-methylpiperazin-1-yl)methyl)-2-oxo-2H-selenopheno[3,2-h]chromene-3-carboxylate dihydrochloride